C(=O)N1CC=CCC1 N-formyl-5,6-dihydropyridin